C1(CC1)S(=O)(=O)C1=CC=C(C=C1)C1=NNC2=NC=C(C=C21)C=2C=C1C(=NC2)CC[C@H](CC1)N1[C@@H](CCC1)C (2R)-1-[(7S)-3-{3-[4-(Cyclopropanesulfonyl)phenyl]-1H-pyrazolo[3,4-b]pyridin-5-yl}-5H,6H,7H,8H,9H-cyclohepta[b]pyridin-7-yl]-2-methylpyrrolidine